7-(2-(5-cyclopropyl-3-(2-(trifluoromethyl)phenyl)isoxazol-4-yl)-7-azaspiro[3.5]non-1-en-7-yl)cinnoline-3-carboxylic acid C1(CC1)C1=C(C(=NO1)C1=C(C=CC=C1)C(F)(F)F)C1=CC2(C1)CCN(CC2)C2=CC=C1C=C(N=NC1=C2)C(=O)O